7-methyl-6-(1-((5,6,7,8-tetrahydroimidazo[1,2-a]pyridin-3-yl)sulfonyl)piperidin-4-yl)quinoline CC1=C(C=C2C=CC=NC2=C1)C1CCN(CC1)S(=O)(=O)C1=CN=C2N1CCCC2